8-fluoro-3-methyl-6-oxo-2,3-dihydro-6H-1-oxa-3a-aza-phenalene-5-carboxylic acid FC=1C=C2C(C(=CN3C(COC(C1)=C32)C)C(=O)O)=O